NC1=CC=CC(=N1)S(=O)(=O)NC(=O)C=1C(=NC(=CC1)C=1C=NC(=CC1)OC(C)C)NC1CCC2=CC=CC=C12 N-[(6-Amino-2-pyridyl)sulfonyl]-2-(indan-1-ylamino)-6-(6-isopropoxy-3-pyridyl)pyridin-3-carboxamid